2-(2-bromo-5-pyridinyl)-6-methoxy-4-phenoxy-5-trifluoromethylpyrimidine BrC1=NC=C(C=C1)C1=NC(=C(C(=N1)OC1=CC=CC=C1)C(F)(F)F)OC